6-[(2R,4R)-7-(difluoromethoxy)-4-{[(7R)-2,2-difluoro-7-methyl-6,7-dihydro-2H-furo[2,3-f][1,3]benzodioxol-7-carbonyl]amino}-3,4-dihydro-2H-1-benzopyran-2-yl]pyridine-3-carboxylic acid FC(OC1=CC2=C([C@@H](C[C@@H](O2)C2=CC=C(C=N2)C(=O)O)NC(=O)[C@]2(COC3=CC4=C(OC(O4)(F)F)C=C32)C)C=C1)F